4-amino-3-((3,5-dimethoxyphenyl)ethynyl-1H-pyrazolo[3,4-d]pyrimidin-1-yl-1-pyrrolidinyl)-2-propen-1-one NC1CC(N(C1)C=CC=O)(N1N=CC=2C1=NC=NC2)C#CC2=CC(=CC(=C2)OC)OC